OC1(C(=C(C(O1)=C=O)C(=O)NOC)C=1NC2=CC=C(C=C2C1)I)CCCCC 5-hydroxy-4-(5-iodo-1H-indol-2-yl)-N-methoxy-2-carbonyl-5-pentyl-2,5-dihydrofuran-3-carboxamide